4-chloro-N-[(1S,2R)-2-(6-fluoro-2,3-dimethylphenyl)-1-(2H-1,2,3,4-tetrazol-5-yl)propyl]-2-(2-hydroxyethyl)benzene-1-sulfonamide ClC1=CC(=C(C=C1)S(=O)(=O)N[C@@H]([C@H](C)C1=C(C(=CC=C1F)C)C)C=1N=NNN1)CCO